CN1C(C(C2=CC=CC=C12)(C)CC(CCCCCC(C)=O)=O)=O 1-(1,3-Dimethyl-2-oxoindolin-3-yl)nonane-2,8-dione